(S)-N-cyclopropyl-2-fluoro-5-(6-((1-hydroxypropan-2-yl)amino)-5-(thiazol-5-yl)pyridin-3-yl)-4-methylbenzamide C1(CC1)NC(C1=C(C=C(C(=C1)C=1C=NC(=C(C1)C1=CN=CS1)N[C@H](CO)C)C)F)=O